dibenzo[B,d]furan-1-amine C1(=CC=CC=2OC3=C(C21)C=CC=C3)N